S(=O)(=O)(ON1[C@@H]2C=C([C@H](N(C1=O)C2)C(NOC2CNCC2)=O)C)[O-].[Na+] sodium (2S,5R)-3-methyl-7-oxo-2-((pyrrolidin-3-yloxy) carbamoyl)-1,6-diazabicyclo[3.2.1]oct-3-en-6-yl sulfate